C(C)OC(=O)C1CC=2C(=NNC2)C1.FC(CN1N=CC2=C1CC(C2)C(=O)OCC)(F)F ethyl 1-(2,2,2-trifluoroethyl)-4H,5H,6H-cyclopenta[c]pyrazole-5-carboxylate Ethyl-2H,4H,5H,6H-cyclopenta[c]pyrazole-5-carboxylate